N-nonylphenyl-α-naphthylamine C(CCCCCCCC)N(C1=CC=CC2=CC=CC=C12)C1=CC=CC=C1